2-(1,2,3,4-tetrahydroquinolin-2-yl)-1H-benzo[d]imidazole-4-carboxamide N1C(CCC2=CC=CC=C12)C1=NC2=C(N1)C=CC=C2C(=O)N